OCC(C(=O)OCCCCCC)(C)C hexyl 3-hydroxy-2,2-dimethylpropionate